2-((4-methyl-5-((2'-oxospiro[cyclobutane-1,3'-indolin]-5'-yl)oxy)bicyclo[4.2.0]octan-2-yl)oxy)acetic acid CC1CC(C2CCC2C1OC=1C=C2C3(C(NC2=CC1)=O)CCC3)OCC(=O)O